COC=1C=C2C(=CNC2=CC1)CC(C)NC [1-(5-methoxy-1H-indol-3-yl)propan-2-yl](methyl)amine